CC=1C(=NC(=NC1)NC=1C=NC(=CC1)N1C[C@@H](CCC1)NC)NC=1C=CC2=C(NC(O2)=O)C1 (R)-5-(5-methyl-2-(6-(3-(methylamino)piperidin-1-yl)pyridin-3-ylamino)pyrimidin-4-ylamino)benzo[d]oxazol-2(3H)-one